C1N(CCC2=CC=CC=C12)[C@H]1[C@@H](CN(CC1)C(=O)C1=CC(=NC=N1)NC1CCNCC1)O trans-4-((6-(4-(3,4-Dihydroisoquinolin-2(1H)-yl)-3-hydroxypiperidine-1-carbonyl)pyrimidin-4-yl)amino)piperidine